COC(=O)C1CC(C1)COC(F)(F)F 3-((trifluoromethoxy)methyl)cyclobutanecarboxylic acid methyl ester